(triphenylenyl)(carbazolyl)(triphenyleneyl)dibenzofuran C1(=CC=CC=2C3=CC=CC=C3C3=CC=CC=C3C12)C=1C(=C(C2=C(OC3=C2C=CC=C3)C1)C1=CC=CC=3C2=CC=CC=C2C2=CC=CC=C2C13)C1=CC=CC=3C2=CC=CC=C2NC13